C(C=C)(=O)NC1=CC=C(C=C1)CC(=O)OC methyl 2-[4-(prop-2-enamido)phenyl]acetate